5-dinitromethyl-4-nitro-1,2,3-triazole hydroxylamine salt NO.[N+](=O)([O-])C(C1=C(N=NN1)[N+](=O)[O-])[N+](=O)[O-]